OC=1C=C(CNC2=C3N=CN(C3=NC=N2)[C@H]2[C@@H](O)[C@H](O)[C@H](O2)CO)C(=CC1)OC 6-(3-Hydroxy-6-methoxybenzylamino)-9-β-D-arabinofuranosylpurin